(E)-3-[4-[(2R,3S,4R,5R,6S)-3-[(2S,3S,4S)-3,4-Dihydroxy-4-(hydroxymethyl)oxolan-2-yl]oxy-4,5-dihydroxy-6-(hydroxymethyl)oxan-2-yl]oxyphenyl]-1-(2,4-dihydroxyphenyl)prop-2-en-1-one O[C@@H]1[C@@H](OC[C@]1(CO)O)O[C@@H]1[C@H](O[C@H]([C@@H]([C@H]1O)O)CO)OC1=CC=C(C=C1)/C=C/C(=O)C1=C(C=C(C=C1)O)O